chromic dipicolinate N1=C(C=CC=C1)C(=O)[O-].N1=C(C=CC=C1)C(=O)[O-].[Cr+3]